CC(CCN1CCC2(CCN(CC2)S(=O)(=O)C=2C=CC(=NC2)N2CCC3(COC3)CC2)CC1)(C)C 7-(5-((9-(3,3-Dimethylbutyl)-3,9-diazaspiro[5.5]undecan-3-yl)sulfonyl)pyridin-2-yl)-2-oxa-7-azaspiro[3.5]nonane